α-methyl-β-homotryptophan CC([C@@H](N)CC1=CNC2=CC=CC=C12)C(=O)O